OCC(=O)N(CC1=CC=C(C=C1)C1=NOC(=N1)C(F)(F)F)C 2-Hydroxy-N-Methyl-N-[[4-[5-(Trifluoromethyl)-1,2,4-Oxadiazol-3-Yl]Phenyl]Methyl]Acetamide